2-(4-formylstyryl)pyridinium C(=O)C1=CC=C(C=CC2=[NH+]C=CC=C2)C=C1